4'-(1-(((tert-Butoxycarbonyl)amino)methyl)cyclopropyl)-5-(4-(4-(trifluoromethyl)phenyl)-1H-1,2,3-triazol-1-yl)-[1,1'-biphenyl]-3-carboxylic acid C(C)(C)(C)OC(=O)NCC1(CC1)C1=CC=C(C=C1)C1=CC(=CC(=C1)N1N=NC(=C1)C1=CC=C(C=C1)C(F)(F)F)C(=O)O